FC1=CC=C(C(=C1C=O)OC)COC 6-Fluoro-2-methoxy-3-(methoxymethyl)benzaldehyde